CC(C(=O)OC1CCN(CC1)C(C(C)(C)C)=O)=C 1-(2,2-dimethyl-1-oxopropyl)-4-piperidinyl 2-methyl-2-propenoate